C(=O)[C@@H](CC(=O)OCC)C ethyl (1R,2R)-2-formylpropane-1-carboxylate